4-(5-((R)-1-cyclobutylethyl)-3-(2-((2R)-2-hydroxy-7-azabicyclo[2.2.1]heptan-7-yl)acetyl)-2-methyl-1H-pyrrol-1-yl)benzonitrile C1(CCC1)[C@@H](C)C1=CC(=C(N1C1=CC=C(C#N)C=C1)C)C(CN1C2[C@@H](CC1CC2)O)=O